(3S)-3-(2'-chloro-4-fluoro-5,6'-dimethyl-[1,1'-biphenyl]-3-yl)-3-(2-(5-(2-(dimethylamino)ethyl)-2-oxo-4-(trifluoromethyl)pyridin-1(2H)-yl)-4-methylpentanamido)propanoic acid ClC1=C(C(=CC=C1)C)C1=CC(=C(C(=C1)C)F)[C@H](CC(=O)O)NC(C(CC(C)C)N1C(C=C(C(=C1)CCN(C)C)C(F)(F)F)=O)=O